(R)-10-bromo-9-chloro-11-fluoro-2-(((2R,7aS)-2-fluorotetrahydro-1H-pyrrolizin-7a(5H)-yl)methoxy)-4,5-dimethyl-4,5,6,7-tetrahydro-[1,5]oxazocino[4,3,2-de]quinazoline BrC=1C(=C2C=3C(=NC(=NC3C1F)OC[C@]13CCCN3C[C@@H](C1)F)N([C@@H](CCO2)C)C)Cl